COC12CC(C1)(C2)C(=O)NC(NC2=CC(=C(C=C2)OC=2SC=CN2)C)=O 3-methoxy-N-((3-methyl-4-(thiazol-2-yloxy)phenyl)carbamoyl)bicyclo[1.1.1]pentane-1-carboxamide